COC([C@@H](NC(=O)OC(C)(C)C)COC1=CC2=C(N=C(O2)C2CC2)C=C1N)=O O-(5-amino-2-cyclopropylbenzo[d]oxazol-6-yl)-N-(tert-butoxycarbonyl)-L-serine methyl ester